N-methyl-N-(4-methylphenyl)-alpha-diazo-2-cyanoacetamide CN(C(C(C#N)=[N+]=[N-])=O)C1=CC=C(C=C1)C